OC(CN1N=C2C=C(C(=CC2=C1)NC(=O)C=1N=C(SC1)C1=CC=NC=C1)C1=CSC=C1)(C)C N-(2-(2-hydroxy-2-methylpropyl)-6-(thiophene-3-yl)-2H-indazol-5-yl)-2-(pyridin-4-yl)thiazole-4-carboxamide